BrC1=CC=C(C=C1)/C=C/C(=O)C=1N(C=CN1)C (E)-3-(4-bromophenyl)-1-(1-methyl-1H-imidazol-2-yl)prop-2-en-1-one